methyl (2R)-2-hydroxy-3-[2-[[2-(2-methoxyphenyl)pyrimidin-4-yl]methoxy]phenyl]propanoate O[C@@H](C(=O)OC)CC1=C(C=CC=C1)OCC1=NC(=NC=C1)C1=C(C=CC=C1)OC